ClC=1C=C(C=C2C=C(N=CC12)NC(=O)[C@H]1[C@H](C1)F)C=1C(=C2C(=NC1)N=CN2)C cis-N-[8-chloro-6-(7-methyl-1H-imidazo[4,5-b]pyridin-6-yl)-3-isoquinolyl]-2-fluoro-cyclopropanecarboxamide